CCOC(=O)C1=CC=2N(C=C(C2S1)CC)C(=O)OC(C)(C)C 6-ethyl-4H-thieno[3,2-b]Pyrrole-2,4-dicarboxylic acid 4-tert-butyl 2-ethyl ester